5-[3-(Benzyloxy)-4-bromo-1-(2-fluorophenyl)-1H-pyrazol-5-yl]pyrimidine potassium [K].C(C1=CC=CC=C1)OC1=NN(C(=C1Br)C=1C=NC=NC1)C1=C(C=CC=C1)F